CC1=C(C=CC=C1)[C@@H]1[C@@H](CCC1)O cis-2-(2-methylphenyl)cyclopentan-1-ol